di-i-propoxy bis(ethyl acetoacetate) zirconium [Zr].C(C)CC(CC(=O)OOC(C)C)=O.C(C)CC(CC(=O)OOC(C)C)=O